ClC=1C=C(C(=O)NC=2C=CC(=C(C2)B(O)O)C)C=CC1 (5-(3-chlorobenzoylamino)-2-methylphenyl)boronic acid